N-(5-fluoro-1H-indol-3-yl)-6-morpholino-1-tetrahydropyran-2-yl-indazole-3-carboxamide FC=1C=C2C(=CNC2=CC1)NC(=O)C1=NN(C2=CC(=CC=C12)N1CCOCC1)C1OCCCC1